C(C1=CC=CC=C1)NC(=O)C1=C(N=C(S1)C1=C(C(=C(C(=C1)F)F)O)F)C N-benzyl-4-methyl-2-(2,4,5-trifluoro-3-hydroxyphenyl)thiazole-5-carboxamide